N'-(5-difluoromethyl-2-methyl-4-(3-trimethylsilanyl-propoxy)-phenyl)-N-ethyl-N-methyl-formamidine FC(C=1C(=CC(=C(C1)N=CN(C)CC)C)OCCC[Si](C)(C)C)F